6-amino-2-(2-fluoro-6-methoxy-phenyl)pyridin-3-carbonitrile NC1=CC=C(C(=N1)C1=C(C=CC=C1OC)F)C#N